(R)-N-(1-(3-((5-cyanopyrimidin-2-yl)amino)pyrrolidin-1-yl)isoquinolin-6-yl)-N-methylacrylamide C(#N)C=1C=NC(=NC1)N[C@H]1CN(CC1)C1=NC=CC2=CC(=CC=C12)N(C(C=C)=O)C